[2-(dimethylaminosulfonylamino)-3-fluoro-4-pyridyl]methanol CN(S(=O)(=O)NC1=NC=CC(=C1F)CO)C